FC1=C(C=CC(=C1)C(C)(C)O)[S@](=O)(N)=NC(NC1=C2CCCC2=CC=2CCCC12)=O (S)-2-fluoro-N'-(1,2,3,5,6,7-hexahydro-s-indacen-4-ylcarbamoyl)-4-(2-hydroxypropan-2-yl)benzenesulfonimidamide